CC12CCN(C2C1)C(CNC(C1=CC=C(C=C1)OC1=CC=C(C=C1)C(F)(F)F)=O)=O 5-methyl-2-((4-(4-(trifluoro-methyl)phenoxy)benzoyl)glycyl)-2-azabicyclo[3.1.0]Hexane